COC[Sn] methoxymethyl-tin